[(2R,3R,4R,5R)-4-acetoxy-5-(4-aminopyrrolo[2,1-f][1,2,4]triazin-7-yl)-5-cyano-2-(ethylsulfanylcarbonyloxymethyl)tetrahydrofuran-3-yl] acetate C(C)(=O)O[C@@H]1[C@H](O[C@@]([C@@H]1OC(C)=O)(C#N)C1=CC=C2C(=NC=NN21)N)COC(=O)SCC